[OH-].C1(CCCCC1)[P+](C1CCCCC1)(C1CCCCC1)C1CCCCC1 tetracyclohexyl-phosphonium hydroxide